C(OC(C)(C)CC)(OCC(CCCC)CC)=O t-amyl (2-ethylhexyl) carbonate